CC1=NOC(=C1C=1C=NC=2CCN(CC2C1)C=1C(=CC=2N(N1)C(C=CN2)=O)C)C 7-(3-(3,5-dimethylisoxazol-4-yl)-7,8-dihydro-1,6-naphthyridin-6(5H)-yl)-8-methyl-4H-pyrimido[1,2-b]pyridazin-4-one